C(C)(C)(C)OC(=O)N(C(OC(C)(C)C)=O)C1=NC=C(C=C1C1=COC=C1)[N+](=O)[O-] tert-butyl N-tert-butoxycarbonyl-N-[3-(3-furyl)-5-nitro-2-pyridyl]carbamate